BrC=1C(=CC(=C(C(=O)OC)C1)OC)F methyl 5-bromo-4-fluoro-2-methoxybenzoate